CNC(=[Se])NC 1,3-dimethylselenourea